tert-Butyl 4-[3-[[5-[[2-chloro-6-[3-[2-[1-(trifluoromethyl)cyclopropyl]ethoxy]pyrazol-1-yl]pyridine-3-carbonyl]sulfamoyl]-2-pyridyl]amino]propyl]-2,2-dimethyl-pyrrolidine-1-carboxylate ClC1=NC(=CC=C1C(=O)NS(=O)(=O)C=1C=CC(=NC1)NCCCC1CC(N(C1)C(=O)OC(C)(C)C)(C)C)N1N=C(C=C1)OCCC1(CC1)C(F)(F)F